ClC=1C(=CC(=C(C1)NC(=O)NCCCl)OC)OC 1-(5-chloro-2,4-dimethoxyphenyl)-3-(2-chloroethyl)urea